CN1N=CC(=C1C1=CC=CC(=N1)[C@H](CC=C)N)[N+](=O)[O-] (1S)-1-(6-(1-methyl-4-nitro-1H-pyrazol-5-yl)pyridin-2-yl)but-3-en-1-amine